tri-n-butoxyzirconium bromide [Br-].C(CCC)O[Zr+](OCCCC)OCCCC